3-((4-((2-Ethyl-4-(6-methylpyridin-2-yl)thiazol-5-yl)oxy)pyridin-2-yl)amino)benzenesulfonamide C(C)C=1SC(=C(N1)C1=NC(=CC=C1)C)OC1=CC(=NC=C1)NC=1C=C(C=CC1)S(=O)(=O)N